O=C1N(CCC1C(=O)O)C=1C=C2C=CN(C2=CC1)S(=O)(=O)C1=CC=CC=C1 2-Oxo-1-(1-(phenylsulfonyl)-1H-indol-5-yl)pyrrolidine-3-carboxylic acid